4-((3,5-dimethylisoxazol-4-yl)methoxy)-N-(4-(4-fluorophenyl)thiazol-2-yl)benzamide CC1=NOC(=C1COC1=CC=C(C(=O)NC=2SC=C(N2)C2=CC=C(C=C2)F)C=C1)C